C[C@H](CCC(=O)SCCNC(=O)CCNC(=O)[C@@H](C(C)(C)COP(=O)(O)OP(=O)(O)OC[C@@H]1[C@H]([C@H]([C@@H](O1)N2C=NC3=C(N=CN=C32)N)O)OP(=O)(O)O)O)[C@H]4CC[C@@H]5[C@@]4(CC[C@H]6[C@H]5CC[C@H]7[C@@]6(CCC(=O)C7)C)C The molecule is a choloyl-CoA that results from the formal condensation of the thiol group of coenzyme A with the carboxy group of 3-oxocholan-24-oic acid. It derives from a 3-oxo-5beta-cholanic acid. It is a conjugate acid of a 3-oxocholan-24-oyl-CoA(4-).